FC=1C=C(C=CC1)C(C1CCCCN2N1C=C1N(C2)N=CC=C1O)C1=CC(=CC=C1)F 7-(bis(3-fluorophenyl)methyl)-4-hydroxy-8,9,10,11-tetrahydro-7H,13H-pyridazino[1',6':4,5][1,2,4]triazino[1,2-a][1,2]diazepine